CCNCCCNCCCCNCCCNCC N1,N12-bis(ethyl)spermine